C1(CC1)COC1=C(C=CC=C1)C1=CC=CC=C1 2-cyclopropylmethoxy-1,1'-biphenyl